C1=C2C(=NC=N1)N(C=N2)[C@H]3[C@@H]([C@@H]([C@H](O3)CO)O)O ribosylpurine